C1(CC1)[C@H]1N(CCNC1)CC1=CC(=C2CN(C(C2=C1)=O)C1=CC(=CC=C1)C1(CC(C1)(F)F)CC1=NN=CN1C)C(F)(F)F (R)-6-((2-cyclopropylpiperazin-1-yl)methyl)-2-(3-(3,3-difluoro-1-((4-methyl-4H-1,2,4-triazol-3-yl)methyl)cyclobutyl)phenyl)-4-(trifluoromethyl)isoindolin-1-one